Cl.C(C)[C@H]1OC2=C([C@@H](NC1)C)N=C(C=C2)O |o1:7| (2R,5S*)-2-ethyl-5-methyl-2,3,4,5-tetrahydropyrido[2,3-f][1,4]oxazepin-7-ol hydrochloride